COCC[C@@H](COCCC(N1CCN(CC1)C1=NC=C(C=N1)C(F)(F)F)=O)NC1=C(C(NN=C1)=O)C(F)(F)F (S)-5-((4-Methoxy-1-(3-oxo-3-(4-(5-(trifluoromethyl)pyrimidin-2-yl)piperazin-1-yl)propoxy)butan-2-yl)amino)-4-(trifluoromethyl)pyridazin-3(2H)-one